C(C)OC(=O)[C@]12CCC(N2CC(C1)=C)=O.FC1=C(C(=O)NC2=CC=C(C=C2)[N+](=O)[O-])C=CC=C1 2-fluoro-N-(4-nitrophenyl)benzamide ethyl-(S)-2-methylene-5-oxotetrahydro-1H-pyrrolizine-7a(5H)-carboxylate